5-((tert-butoxycarbonyl)(prop-2-yn-1-yl)amino)picolinic acid C(C)(C)(C)OC(=O)N(C=1C=CC(=NC1)C(=O)O)CC#C